[N+](=O)(ONC1=CC=CC=C1)[O-] anilino nitrate